Cl.C1OC[C@@H]2[C@H]1CNC2 |o1:4,5| (3Ar,6as)-rel-hexahydro-1h-furo[3,4-c]pyrrole hydrochloride